2-(4-hydroxybenzyl)-3-oxoisoindoline-1-carbonitrile OC1=CC=C(CN2C(C3=CC=CC=C3C2=O)C#N)C=C1